diphenylmethylene(1-ethyl-3-t-butylcyclopentadienyl)(2,7-di-t-butylfluorenyl)zirconium dichloride [Cl-].[Cl-].C1(=CC=CC=C1)C(C1=CC=CC=C1)=[Zr+2](C1=C(C=CC=2C3=CC=C(C=C3CC12)C(C)(C)C)C(C)(C)C)C1(C=C(C=C1)C(C)(C)C)CC